BrC1=CC=C(C(=O)NC\C=C\CC(F)(F)F)C=C1 4-bromo-N-[(E)-5,5,5-trifluoropent-2-enyl]benzamide